tert-butyl (1R,5S)-3-(7-bromo-2,6,8-trifluoroquinazoline-4-yl)-3,8-diazabicyclo[3.2.1]octane-8-carboxylate BrC1=C(C=C2C(=NC(=NC2=C1F)F)N1C[C@H]2CC[C@@H](C1)N2C(=O)OC(C)(C)C)F